C(C)(C)NC(=O)C=1C=C(C2=C(NC(CC(N2)C)=O)C1)C=1C=CC=C2C=C(N=CC12)C=1C=CC(=NC1)C(=O)O 5-(8-(8-(isopropylcarbamoyl)-4-methyl-2-oxo-2,3,4,5-tetrahydro-1H-benzo[b][1,4]diazepin-6-yl)isoquinolin-3-yl)picolinic acid